N-acetyl-galactosamine 3-phosphate P(=O)(O)(O)O[C@@H]1[C@H](C(O)O[C@@H]([C@@H]1O)CO)NC(C)=O